C(C)(C)(C)OC(=O)N1CC2=CC(=C(C=C2CC1)O)O 6,7-dihydroxy-3,4-dihydroisoquinoline-2(1H)-carboxylic acid tert-butyl ester